9-[4-(3-methylphenoxy)phenyl]-3,4-dihydropyrido[2,1-c][1,2,4]thiadiazine 2,2-dioxide CC=1C=C(OC2=CC=C(C=C2)C2=CC=CN3C2=NS(CC3)(=O)=O)C=CC1